N,N,N',N'-Tetrakis(2-hydroxypropyl) ethylenediamine O-((5-methyltetrahydrofuran-3-yl) methyl) hydrazinethiocarboxylate N(N)C(OCC1COC(C1)C)=S.OC(CN(CCN(CC(C)O)CC(C)O)CC(C)O)C